N-(4-(3-amino-1H-indazol-6-yl)phenyl)-2-fluoro-5-methoxybenzenesulfonamide NC1=NNC2=CC(=CC=C12)C1=CC=C(C=C1)NS(=O)(=O)C1=C(C=CC(=C1)OC)F